meta-nitrobenzene [N+](=O)([O-])C=1C=CC=CC1